(S)-N-((S)-1-hydroxy-3-(1H-indol-3-yl)-propan-2-yl)-2-mercapto-3-methylbutanamide OC[C@H](CC1=CNC2=CC=CC=C12)NC([C@H](C(C)C)S)=O